3-(3-methyl-1H-pyrazol-1-yl)propionic acid CC1=NN(C=C1)CCC(=O)O